2-(N-(7-((2-(4,4-Difluoropiperidin-1-yl)-6-methylpyrimidin-4-yl)carbamoyl)-6-(6-azaspiro[2.5]oct-6-yl)-2,3-dihydro-1H-Inden-4-yl)sulfamoyl)-2-methylpropionic acid ethyl ester C(C)OC(C(C)(C)S(NC1=C2CCCC2=C(C(=C1)N1CCC2(CC2)CC1)C(NC1=NC(=NC(=C1)C)N1CCC(CC1)(F)F)=O)(=O)=O)=O